4-benzyl-2-(naphthalen-1-yl)-1,2,4-thiadiazolidine-3,5-dione C(C1=CC=CC=C1)N1C(N(SC1=O)C1=CC=CC2=CC=CC=C12)=O